5-(4-((3-ethyl-2-oxo-4-thioxo-1,2,3,4-tetrahydropyrido[3,2-d]pyrimidin-7-yl)methyl)piperazin-1-yl)-6-fluoro-N-methylpicolinamide C(C)N1C(NC2=C(C1=S)N=CC(=C2)CN2CCN(CC2)C=2C=CC(=NC2F)C(=O)NC)=O